ClC=1C(=C2C=NNC2=C(C1F)NC)C=1N=CC=2N(C1)C=C(N2)NC(=O)[C@H]2[C@H](C2)F (1S,2S)-N-(6-(5-chloro-6-fluoro-7-(methylamino)-1H-indazol-4-yl)imidazo[1,2-a]pyrazin-2-yl)-2-fluorocyclopropane-1-carboxamide